CSC=1N=CC2=C(N1)N(C(C(=C2C#C[Si](C(C)C)(C(C)C)C(C)C)C#N)=O)C2=CC=CC=C2 2-(methylsulfanyl)-7-oxo-8-phenyl-5-[2-(triisopropylsilyl)ethynyl]pyrido[2,3-d]pyrimidine-6-carbonitrile